C(CCC)C1=C(C(=C(C(=N1)O)C(=O)N1CCC(CC1)(C=1C=NC=CC1)O)O)C1=C(C=CC=C1OC)OC 6-butyl-5-(2,6-dimethoxyphenyl)-3-[4-hydroxy-4-(pyridin-3-yl)piperidine-1-carbonyl]pyridine-2,4-diol